(R)-N-(1-cyclopropylethyl)-5-(2-methylimidazo[1,2-b]pyridazin-6-yl)-7H-pyrrolo[2,3-d]pyrimidin-2-amine C1(CC1)[C@@H](C)NC=1N=CC2=C(N1)NC=C2C=2C=CC=1N(N2)C=C(N1)C